Methyl (S)-4-(4-(4-(4-(1-(chloromethyl)-5-hydroxy-1,2-dihydro-3H-benzo[e]indol-3-yl)-4-oxobutanamido)-1-methyl-1H-pyrrole-2-carboxamido)phenyl)-1-methyl-1H-pyrrole-2-carboxylate ClC[C@@H]1CN(C=2C=C(C3=C(C12)C=CC=C3)O)C(CCC(=O)NC=3C=C(N(C3)C)C(=O)NC3=CC=C(C=C3)C=3C=C(N(C3)C)C(=O)OC)=O